N-[(6-tert-butylpyridin-3-yl)methyl]-1-[5-(pyridin-4-yl)-1H-pyrazole-3-carbonyl]piperidine-4-carboxamide C(C)(C)(C)C1=CC=C(C=N1)CNC(=O)C1CCN(CC1)C(=O)C1=NNC(=C1)C1=CC=NC=C1